acridine-9(10H)-one C1=CC=CC=2NC3=CC=CC=C3C(C12)=O